bromoacetaldehyde ethyl 2,3,4-trimethyl-2-cyclopentenyl acetal CC=1C(CC(C1C)C)OC(CBr)OCC